(3-{[6-(5-chloro-2-fluorophenyl)-4-[(2-cyclopropaneamidopyridin-4-yl)amino]pyridazin-3-yl]oxy}propyl)trimethylammonium chloride [Cl-].ClC=1C=CC(=C(C1)C1=CC(=C(N=N1)OCCC[N+](C)(C)C)NC1=CC(=NC=C1)NC(=O)C1CC1)F